FC(C=1C=CC(=NC1)CN[C@H]1C=2N=CC=NC2CCC1)(F)F |r| racemic-N-[[5-(trifluoromethyl)-2-pyridinyl]methyl]-5,6,7,8-tetrahydroquinoxalin-5-amine